C(C)N1C(=NN=C1)C1=CC=CC(=N1)N1CC=2C(=NC(=CC2C1=O)C1(CC1)C)[C@H](C)NC 2-[6-(4-ethyl-4H-1,2,4-triazol-3-yl)pyridin-2-yl]-4-[(1S)-1-(methylamino)ethyl]-6-(1-methylcyclopropyl)-2,3-dihydro-1H-pyrrolo[3,4-c]pyridin-1-one